COC1=C(NCC#CC=2C=C(C3=CN(N=C3C2)CC(F)(F)F)C(=O)NC2CCN(CC2)C)C=CC(=C1)S(=O)(=O)C 6-[3-(2-Methoxy-4-methylsulfonyl-anilino)prop-1-ynyl]-N-(1-methyl-4-piperidyl)-2-(2,2,2-trifluoroethyl)indazole-4-carboxamide